5-hydroxy-3,8-dimethoxyflavone OC1=C2C(C(=C(OC2=C(C=C1)OC)C1=CC=CC=C1)OC)=O